BrC1=CC=2N(N=CC2S1)C(C)=O 1-(5-bromothieno[3,2-c]pyrazol-1-yl)ethanone